1-(2-amino-4-(tetrazol-1-yl)phenyl)-3-methylazetidin-3-ol NC1=C(C=CC(=C1)N1N=NN=C1)N1CC(C1)(O)C